CC1=C(N=C(S1)C=1N=C(SC1)NC=1C=C(C=CC1)NC(C)=O)C1=CC=CC=C1 N-(3-((5-methyl-4-phenyl-[2,4'-bithiazol]-2'-yl)amino)phenyl)acetamide